C12(CC3CC(CC(C1)C3)C2)CCN2CC3N(C(C2)C3)C3=C2C(N(C(=NC2=CC=C3)C)C3C(NC(CC3)=O)=O)=O 3-(5-(3-(2-((3r,5r,7r)-adamantan-1-yl)ethyl)-3,6-diazabicyclo[3.1.1]heptan-6-yl)-2-methyl-4-oxoquinazolin-3(4H)-yl)piperidine-2,6-dione